tungsten(V) ethoxide [O-]CC.[W+5].[O-]CC.[O-]CC.[O-]CC.[O-]CC